C(C)(C)(C)C=1C=C(C=C(C1O)C(C)(C)C)C=1C(=CC=CC1)C=O 3',5'-di-tert-butyl-4'-hydroxy-[1,1'-biphenyl]-2-carbaldehyde